NC=1C(=CC=C(C1)NC(OC(C)(C)C)=O)F t-butyl (5-amino-4-fluorophenyl)carbamate